1-[6-[5-[(6-methylpyridazin-3-yl)amino]benzimidazol-1-yl]-2-[2-(1H-pyrazol-4-yl)-3-pyridyl]-3-pyridyl]ethanol CC1=CC=C(N=N1)NC1=CC2=C(N(C=N2)C2=CC=C(C(=N2)C=2C(=NC=CC2)C=2C=NNC2)C(C)O)C=C1